C(C)(=O)O[C@@H]1[C@@H]([C@H](C(SC2(C(N=CC=C2)C#N)Cl)O[C@@H]1COC(C)=O)OC)N=[N+]=[N-] 3-chloro-2-cyanopyridin-3-yl 4,6-di-O-acetyl-3-azido-3-deoxy-2-O-methyl-1-thio-D-galactopyranoside